4-((S)-4-acryloyl-methylpiperazin-1-yl)-6-fluoro-7-(2-fluoro-6-hydroxyphenyl)-1-(2-isopropyl-4-methylpyridin-3-yl)pyrido[2,3-d]pyrimidin-2(1H)-one C(C=C)(=O)N1C[C@@H](N(CC1)C=1C2=C(N(C(N1)=O)C=1C(=NC=CC1C)C(C)C)N=C(C(=C2)F)C2=C(C=CC=C2O)F)C